N1N=NC(=C1)C(=O)N1CC2CCC(C1)N2C(=O)OC(C)(C)C tert-butyl 3-(1H-1,2,3-triazol-4-ylcarbonyl)-3,8-diazabicyclo[3.2.1]octane-8-carboxylate